BrC1=CC=C(C(=C1C1=CC(=C(C=C1)C#N)F)C#N)N1CCC(CC1)NC(OC(C)(C)C)=O tert-butyl (1-(6-bromo-2,4'-dicyano-3'-fluoro-[1,1'-biphenyl]-3-yl)piperidin-4-yl)carbamate